1-(3-chloro-5-{[4-(4-chlorothiophene-2-yl)-5-(4-cyclohexylpiperazine-1-yl)-1,3-thiazole-2-yl]carbamoyl}pyridine-2-yl)piperidine-4-carboxylic acid ClC=1C(=NC=C(C1)C(NC=1SC(=C(N1)C=1SC=C(C1)Cl)N1CCN(CC1)C1CCCCC1)=O)N1CCC(CC1)C(=O)O